4-(4-acetaminophenyl)butyric acid N(C(=O)C)C1=CC=C(C=C1)CCCC(=O)O